triazacyclopentadecine N1N=NC=CC=CC=CC=CC=CC=C1